6-hydroxy-N,N-dimethylbenzofuran-2-carboxamide OC1=CC2=C(C=C(O2)C(=O)N(C)C)C=C1